CO[C@@]([C@@H]([C@H](C=O)O)O)(O)[C@H](O)C(=O)O 4-methoxyglucuronic acid